4-ethyl-2-methyl-oxazole-5-carbonyl isothiocyanate C(C)C=1N=C(OC1C(=O)N=C=S)C